racemic-3-cyclopentyl-3-[4-(7H-pyrrolo[2,3-d]pyrimidin-4-yl)-1H-pyrazol-1-yl]propanenitrile C1(CCCC1)[C@@H](CC#N)N1N=CC(=C1)C=1C2=C(N=CN1)NC=C2 |r|